4-amino-5-fluoro-6-(naphthalen-1-yl)nicotinic acid ethyl ester C(C)OC(C1=CN=C(C(=C1N)F)C1=CC=CC2=CC=CC=C12)=O